2-[4-[[(3-methoxy-4-methyl-pyrimido[4',5':4,5]thieno[2,3-c]pyridazin-8-yl)amino]methyl]phenyl]propan-2-ol COC1=C(C2=C(N=N1)SC1=C2N=CN=C1NCC1=CC=C(C=C1)C(C)(C)O)C